[2-[[4-(4-bromo-2-pyridinyl)-5-oxo-1,2,4-triazol-1-yl]methyl]-3,3-difluoro-allyl]carbamic acid tert-butyl ester C(C)(C)(C)OC(NCC(=C(F)F)CN1N=CN(C1=O)C1=NC=CC(=C1)Br)=O